FC1=CC=CC(=N1)CC=1C=NN(C1)C(=O)N[C@@H]1C(N(C2=C(OC1)C=CC(=C2)C#CC(CO)(C)C)C)=O (S)-4-((6-Fluoropyridin-2-yl)methyl)-N-(7-(4-hydroxy-3,3-dimethylbut-1-yn-1-yl)-5-methyl-4-oxo-2,3,4,5-tetrahydrobenzo[b][1,4]oxazepin-3-yl)-1H-pyrazol-1-carboxamid